[Ni].[Zn].[Cu] copper-Zinc-nickel